3-chloro-2,4-difluoro-aniline ClC=1C(=C(N)C=CC1F)F